P(O)(=O)(OP(=O)(O)OP(=O)(O)O)OC[C@@H]1[C@H]([C@H]([C@@H](O1)N1C(=O)N=C(NC(CCCCCCCCC)=O)C=C1)O)O N4-decanoyl-cytidine triphosphate